O=C1NC(CCC1N1C(C2=CC=C(C=C2C1=O)N1CC(CC1)C(=O)O)=O)=O 1-[2-(2,6-dioxopiperidin-3-yl)-1,3-dioxoisoindol-5-yl]pyrrolidine-3-carboxylic acid